2-(4-chlorophenyl)-N-[[1-(2,6-dioxo-3-piperidyl)-2-oxo-benzo[cd]indol-5-yl]methyl]-2,2-difluoro-acetamide ClC1=CC=C(C=C1)C(C(=O)NCC=1C=CC=2C(N(C3=CC=CC1C23)C2C(NC(CC2)=O)=O)=O)(F)F